BrC1=CN(C(C=2CCCCC12)=O)C 4-bromo-2-methyl-5,6,7,8-tetrahydroisoquinoline-1-one